Rac-Tert-Butyl 2,2-dimethyl-5-(((1-oxo-1,3-dihydroisobenzofuran-5-yl)oxy)methyl)morpholine-4-carboxylate CC1(CN([C@@H](CO1)COC=1C=C2COC(C2=CC1)=O)C(=O)OC(C)(C)C)C |r|